1-methylsulfanyldisulfanylpropane CCCSSSC